C1(=CC=CC=2CCCCC12)O 5,6,7,8-tetrahydronaphthalene-1-ol